NC1=NC2=NC=C(N=C2C(=N1)N)CBr 2,4-diamino-6-bromomethyl-pteridine